1,3-dioxane-2-carboxylic acid O1C(OCCC1)C(=O)O